NC1=C(C(N(C2=NC(=CC=C12)Br)C1=CC=C(C=C1)C(C)=O)=O)C(=O)OC methyl 4-amino-1-(4-acetylphenyl)-7-bromo-2-oxo-1,2-dihydro-1,8-naphthyridine-3-carboxylate